ClC1=C(C=NC2=C1N(C=1C=CC(=CC21)CN(C)C)CC(F)(F)F)C(=O)OCC Ethyl 4-chloro-8-[(dimethylamino)methyl]-5-(2,2,2-trifluoroethyl)pyrido[3,2-b]indole-3-carboxylate